FC1=C(C(=CC2=CC(=CC=C12)O)O)N1CC(NS1(=O)=O)=O 5-(1-fluoro-3,6-dihydroxynaphthalen-2-yl)-1λ6,2,5-thiadiazolidine-1,1,3-trione